5-chloro-6,7-difluoro-N-(3-methylazetidin-3-yl)-1H-indole-2-carboxamide ClC=1C=C2C=C(NC2=C(C1F)F)C(=O)NC1(CNC1)C